C1(CC(C(CC1)C(C)C)OC(CC(C)C)=O)C Menthyl-isovalerat